ClC1=NC=C2C=C([N+](=CC2=C1)[O-])C=1C=NC(=CC1C)C(=O)OC 7-chloro-3-(6-(methoxycarbonyl)-4-methylpyridin-3-yl)-2,6-naphthyridine 2-oxide